[1,4'-bipiperidin]-1'-yl(3-(2-(dimethylamino)ethyl)-5-methoxy-1H-indol-1-yl)-methanone di-formate C(=O)O.C(=O)O.N1(CCCCC1)C1CCN(CC1)C(=O)N1C=C(C2=CC(=CC=C12)OC)CCN(C)C